O.S(=S)(=O)([O-])[O-].[Cs+].[Cs+] cesium thiosulfate monohydrate